2,7-Bis(3,4-dimethoxybenzyliden)cycloheptanone COC=1C=C(C=C2C(C(CCCC2)=CC2=CC(=C(C=C2)OC)OC)=O)C=CC1OC